C(C)(C)(C)OC(=O)N1CC(OCC1)CN1C(C(=CC2=CC(=CC=C12)NC1=NC(=C(C=C1Cl)C#N)Cl)OCC(=O)O)=O 2-((1-((4-(tert-Butoxycarbonyl)morpholin-2-yl)methyl)-6-((3,6-dichloro-5-cyanopyridin-2-yl)amino)-2-oxo-1,2-dihydroquinolin-3-yl)oxy)acetic acid